C(#N)C1=CC=C(C=C1)C#CC1=NNC2=CC=C(C=C12)C=1C=C(C=NC1)C(C(=O)N)C(C)C (5-(3-((4-cyanophenyl)ethynyl)-1H-indazol-5-yl)pyridin-3-yl)-3-methylbutanamide